BrC=1N=NC(=CC1)C 3-bromo-6-methylpyridazine